(4-aminoimidazo[1,5-a]quinoxalin-8-yl)((3S,4aS,9bS)-3-methyl-7-(trifluoromethyl)-3,4,4a,9b-tetrahydrobenzofuro[3,2-b]pyridin-1(2H)-yl)methanone NC=1C=2N(C3=CC(=CC=C3N1)C(=O)N1[C@@H]3[C@H](C[C@@H](C1)C)OC1=C3C=CC(=C1)C(F)(F)F)C=NC2